furfuryl-α-cyanoacrylate C(C1=CC=CO1)OC(C(=C)C#N)=O